C(C)(C)(C)OC(=O)N1C[C@@H]([C@H](C1)O)N (3S,4S)-3-amino-4-hydroxypyrrolidine-1-carboxylic acid tert-butyl ester